2-(4-methacryloyloxyethoxyphenyl)-2-(4-methacryloyloxydiethoxyphenyl)propane C(C(=C)C)(=O)OCCOC1=CC=C(C=C1)C(C)(C)C1=C(C(=C(C=C1)OC(C(=C)C)=O)OCC)OCC